1-cyano-3-(1-methylhydrazinyl)propan-2-ol C(#N)CC(CN(N)C)O